C[C@@H]1CC=2N=CN=C(C2CN1C(=O)OC(C)(C)C)[C@H]1CN(CCC1)S(=O)(=O)C Tert-butyl (R)-7-methyl-4-((R)-1-(methylsulfonyl)piperidin-3-yl)-7,8-dihydropyrido[4,3-d]pyrimidine-6(5H)-carboxylate